C(#N)CC1=CC(=C(C=C1F)NS(=O)(=O)C1=CNC2=C1C=CC=1C=CC=NC21)F N-[4-(cyanomethyl)-2,5-difluorophenyl]-1H-pyrrolo[3,2-H]quinoline-3-sulfonamide